C(C1=CC=CC=C1)C1[C@H](C(OC1)=O)C=1C=C(C=C(C1)C)C(C)NC=1C(=NC(=CC1)Cl)C(=O)O 3-((1-(3-((S)-4-Benzyl-2-oxooxaolidin-3-yl)-5-methylphenyl)ethyl)amino)-6-chloropicolinic acid